N1=CC=C(C2=CC=CC=C12)NCCC#CC=1SC=C(N1)\C=N/O (Z)-2-(4-(quinolin-4-ylamino)but-1-ynyl)thiazole-4-carbaldehyde oxime